(R)-3-(6-methoxypyridin-3-yl)-3-(4-(3-(5,6,7,8-tetrahydro-1,8-naphthyridin-2-yl)propyl)thiazol-2-yl)propionic acid COC1=CC=C(C=N1)[C@@H](CC(=O)O)C=1SC=C(N1)CCCC1=NC=2NCCCC2C=C1